6-[5-[(1S)-1-[[8-chloro-6-(trifluoromethyl)quinazolin-4-yl]-(cyclopropylmethyl)amino]ethyl]-1,2,4-triazol-1-yl]pyridine-3-carbonitrile ClC=1C=C(C=C2C(=NC=NC12)N([C@@H](C)C1=NC=NN1C1=CC=C(C=N1)C#N)CC1CC1)C(F)(F)F